N-[2-[2-(ethoxymethyl)-5,7-dihydro-4H-thieno[2,3-c]pyridin-6-yl]ethyl]-7-(5-methyl-1,2,4-oxadiazol-3-yl)isoquinolin-1-amine C(C)OCC1=CC2=C(CN(CC2)CCNC2=NC=CC3=CC=C(C=C23)C2=NOC(=N2)C)S1